1-(3-(4-Chloro-3,5-dimethylphenoxy)propyl)-3,5-dimethyl-4-toluenesulfonyl-1H-pyrrole-2-carboxylic acid ClC1=C(C=C(OCCCN2C(=C(C(=C2C)S(=O)(=O)CC2=CC=CC=C2)C)C(=O)O)C=C1C)C